FC=1C=CC(=NC1)C1(CC1)NC(=O)[C@@H]1CN(CC[C@H]1NC(=O)C1=NOC(=C1)C1=C(C=C(C=C1F)F)F)C1CCCCC1 |o1:13,18| (3R*,4R*)-1-Cyclohexyl-4-{[5-(2,4,6-trifluoro-phenyl)-isoxazole-3-carbonyl]-amino}-piperidine-3-carboxylic acid [1-(5-fluoro-pyridin-2-yl)-cyclopropyl]-amide